stearyl 3,5-di-t-butyl-4-hydroxyhydrocinnamate C(C)(C)(C)C=1C=C(CCC(=O)OCCCCCCCCCCCCCCCCCC)C=C(C1O)C(C)(C)C